C(C1=CC=CC=C1)OC1=CC=C(C=C1)[C@@]12OC3=C([C@@]1([C@@H](C(C2C2=CC=CC=C2)C(=O)O)O)O)C(=CC(=C3)OC)OC (1R,3aR,8bS)-3a-(4-benzyloxyphenyl)-1,8b-dihydroxy-6,8-dimethoxy-3-phenyl-2,3-dihydro-1H-cyclopenta[b]benzofuran-2-carboxylic acid